(R)-4-(1-acetyl-4-acryloylpiperazin-2-yl)-6-chloro-N-cyclopropyl-[2,4'-bipyridine]-2'-carboxamide C(C)(=O)N1[C@@H](CN(CC1)C(C=C)=O)C1=CC(=NC(=C1)Cl)C1=CC(=NC=C1)C(=O)NC1CC1